3-((4-(2H-indazol-2-yl)-6-morpholinopyrimidin-2-yl)oxy)propane-1,2-diol N=1N(C=C2C=CC=CC12)C1=NC(=NC(=C1)N1CCOCC1)OCC(CO)O